C(C1=CC=CC=C1)OC=1C=CC2=C(OC3=C2N=C(N=C3N3CCOCC3)Cl)N1 7-(benzyloxy)-2-chloro-4-morpholinopyrido[3',2':4,5]furo[3,2-d]pyrimidine